O=C(CNC(=O)[C@H]1NCCC1)NC=1SC2=C(N1)C=CC(=C2)OC(F)(F)F (S)-N-(2-oxo-2-((6-(trifluoromethoxy)benzo[d]thiazol-2-yl)amino)ethyl)pyrrolidine-2-carboxamide